4-Nitro-N-(tricyclo[3.3.1.13,7]dec-1-yl)benzenesulfonamide [N+](=O)([O-])C1=CC=C(C=C1)S(=O)(=O)NC12CC3CC(CC(C1)C3)C2